2-methoxypyridine-4-Amine COC1=NC=CC(=C1)N